4-(4-amino-5-fluoropyrimidin-2-yl)-1-methyl-1H-pyrazol-5-ol NC1=NC(=NC=C1F)C=1C=NN(C1O)C